1,5-Dimethyl-3-(2-(phenylthio)phenyl)-pyrazol-4-ol CN1N=C(C(=C1C)O)C1=C(C=CC=C1)SC1=CC=CC=C1